CC1=NOC(=C1)C(=O)N[C@H]1C2SCC(=C(N2C1=O)C(=O)O)CSC1=CC=CC=C1 (7R)-7-(3-methylisoxazole-5-carboxamido)-8-oxo-3-((phenylthio)methyl)-5-thia-1-azabicyclo[4.2.0]oct-2-ene-2-carboxylic acid